chromium(III) laurate C(CCCCCCCCCCC)(=O)[O-].[Cr+3].C(CCCCCCCCCCC)(=O)[O-].C(CCCCCCCCCCC)(=O)[O-]